O1C=C(C2=C1C=CC=C2)C(CBr)=O 1-(benzofuran-3-yl)-2-bromoethanone